ClC1=NC=2N(C(N(C(C2N1CC#N)=O)C)=O)C 2-(8-chloro-1,3-dimethyl-2,6-dioxo-2,3-dihydro-1H-purin-7(6H)-yl)acetonitrile